tolylphosphorus C1(=C(C=CC=C1)[P])C